4-(9-(1-((6-chloro-2-(1-methyl-1H-pyrazol-4-yl)pyridin-3-yl)amino)ethyl)-4,7-dimethyl-5-oxo-4,5-dihydro-2H-pyrazolo[3,4-c]isoquinolin-2-yl)-N,N-dimethylpiperidine-1-carboxamide ClC1=CC=C(C(=N1)C=1C=NN(C1)C)NC(C)C=1C=2C=3C(N(C(C2C=C(C1)C)=O)C)=NN(C3)C3CCN(CC3)C(=O)N(C)C